tert-Butyl (4-acrylamido-2-bromophenyl)(4-(trifluoromethyl)benzyl)carbamate C(C=C)(=O)NC1=CC(=C(C=C1)N(C(OC(C)(C)C)=O)CC1=CC=C(C=C1)C(F)(F)F)Br